COC=1C=C2C(C=C(OC2=CC1OC)CCC1=CC=CC=C1)=O 6,7-dimethoxy-2-(phenethyl)chromone